3-(diethoxyphosphino)propionic acid C(C)OP(CCC(=O)O)OCC